ClCCN1CCN(CC1)C1=CC=C2CN(C(C2=C1)=O)C1C(NC(CC1)=O)=O 3-(6-(4-(2-chloroethyl)piperazin-1-yl)-1-oxoisoindol-2-yl)piperidine-2,6-dione